4-(trifluoromethyl)-N-(4-(trifluoromethyl)phenyl)-1H-benzo[d]imidazole-2-amine FC(C1=CC=CC=2NC(=NC21)NC2=CC=C(C=C2)C(F)(F)F)(F)F